C(C)OC1=C(C2=CC=CC=C2C(=C1)O)O 2-ethoxy-1,4-naphthalenediol